ethyl 2-((dimethylamino)methylene)-4,4,4-trifluoro-3-oxobutanoate CN(C)C=C(C(=O)OCC)C(C(F)(F)F)=O